dihydroxy-1,1':4',1''-terphenyl OC1=CC=C(C=C1)C1=CC=C(C=C1)C1=CC=C(C=C1)O